ClC1=C(C(=O)NCC)C=CC(=C1)OCCCCC1CCN(CC1)C([C@@](C(F)(F)F)(C1=CC=CC=C1)O)=O |o1:24| (R or S)-2-chloro-N-ethyl-4-(4-(1-(3,3,3-trifluoro-2-hydroxy-2-phenylpropanoyl)piperidin-4-yl)butoxy)benzamide